NC1=NC2=CC(=C(C=C2C=N1)C=1C(=C(C=CC1)NS(=O)(=O)C1=C(C(=CC(=C1)Cl)CO)Cl)F)OC N-(3-(2-amino-7-methoxyquinazolin-6-yl)-2-fluorophenyl)-2,5-dichloro-3-(hydroxymethyl)benzenesulfonamide